5-(2-methoxy-6-methylpyridin-4-yl)-2-{3-[(3S)-3-(propan-2-yl)piperazin-1-yl]-1,2,4-triazin-6-yl}phenol COC1=NC(=CC(=C1)C=1C=CC(=C(C1)O)C1=CN=C(N=N1)N1C[C@@H](NCC1)C(C)C)C